FCCOCOCCF di-(2-fluoroethoxy)methane